ethyl-bromodifluoroacetate C(C)OC(C(F)(F)Br)=O